3-((2-((4,5-Dimethylthiazol-2-yl)carbamoyl)phenyl)amino)-3-oxopropanoic acid CC=1N=C(SC1C)NC(=O)C1=C(C=CC=C1)NC(CC(=O)O)=O